OC(CC=CCCCCCCCC(=O)OC(COC(CCCCCCCC=CCC(CCCCCC)O)=O)COC(CCCCCCCC=CCC(CCCCCC)O)=O)CCCCCC 1,3-bis[(12-hydroxyoctadec-9-enoyl)oxy]propan-2-yl 12-hydroxyoctadec-9-enoate